(R)-3-(5-ethynylpyridin-3-yl)-10-methyl-9,10,11,12-tetrahydro-8H-[1,4]diazepino[5',6':4,5]thieno[3,2-f]quinolin-8-one C(#C)C=1C=C(C=NC1)C1=NC=2C=CC3=C(C2C=C1)C1=C(S3)C(N[C@@H](CN1)C)=O